5-amino-8-(2,6-dimethyl-4-pyridinyl)-7-phenyl-2-(4-pyridylmethyl)-[1,2,4]triazolo[4,3-c]pyrimidin-3-one NC1=NC(=C(C=2N1C(N(N2)CC2=CC=NC=C2)=O)C2=CC(=NC(=C2)C)C)C2=CC=CC=C2